7-(2,5-dichloropyrimidin-4-yl)quinazoline ClC1=NC=C(C(=N1)C1=CC=C2C=NC=NC2=C1)Cl